NC1=CC(=C(NC(C2=CC=CC=C2)=O)C=C1OCC)OCC 4'-Amino-2',5'-diethoxybenzanilide